(S)-2-((S)-2-amino-3-methylbutyrylamino)-N-(4-(hydroxymethyl)phenyl)-5-ureidopentanamide N[C@H](C(=O)N[C@H](C(=O)NC1=CC=C(C=C1)CO)CCCNC(=O)N)C(C)C